N'-phenyl-3-pyridinecarboxylic acid hydrazide C1(=CC=CC=C1)NNC(=O)C=1C=NC=CC1